ClC1=NC=C2C(=C(N=CC2=C1)NCC(=C)C)I 7-chloro-4-iodo-N-(2-methylallyl)-2,6-naphthyridin-3-amine